N-(((9H-fluoren-9-yl)methoxy)carbonyl)-N-phenethylTert-butyl-phenylglycine C1=CC=CC=2C3=CC=CC=C3C(C12)COC(=O)N(C(C(=O)O)(C1=CC=CC=C1)C(C)(C)C)CCC1=CC=CC=C1